CN1C(=NC=2C=NC=C(C21)N)C 1,2-dimethylimidazo[4,5-c]pyridin-7-amine